5-chloro-7-(azidomethyl)-1H-indole-4-carboxylic acid methyl ester COC(=O)C=1C=2C=CNC2C(=CC1Cl)CN=[N+]=[N-]